CN(CC(N1C(C=C(C=C1)C1=CNC2=NC=C(C=C21)N2CCOCC2)=O)C=2C=C(C#N)C=CC2)C 3-(2-(Dimethylamino)-1-(4-(5-morpholino-1H-pyrrolo[2,3-b]pyridin-3-yl)-2-oxopyridin-1(2H)-yl)ethyl)benzonitrile